1-aminohydantoin NN1C(=O)NC(=O)C1